[N+](=O)([O-])C1=CC=C2C(CC(C2=C1)O)NC1=CC(=CC=C1)C(F)(F)F 6-nitro-3-[3-(trifluoromethyl)anilino]-indan-1-ol